CC=1C=C(C(=C(C1)O)C(C)C=CC)OC(C)C=CC 5-Methyl-2-pent-3-en-2-yl-3-pent-3-en-2-yloxyphenol